5-amino-1-(2-fluorobenzyl)-1H-pyrazole-3-formate NC1=CC(=NN1CC1=C(C=CC=C1)F)C(=O)[O-]